CN1C2=NC(=NC=C2C=C(C1=O)OC3=C(C=C(C=C3)F)F)NC(CCO)CCO The molecule is a member of the class of pyridopyrimidines that is 8-methylpyrido[2,3-d]pyrimidin-7(8H)-one carrying additional (1,5-dihydroxypentan-3-yl)amino and 2,4-difluorophenoxy substituents at positions 2 and 6 respectively. It is a potent inhibitor of MAPK and is used for treatment of rheumatoid arthritis. It has a role as an EC 2.7.11.24 (mitogen-activated protein kinase) inhibitor and an antirheumatic drug. It is a pyridopyrimidine, an aromatic ether, a difluorobenzene, an aromatic amine, a secondary amino compound, a primary alcohol and a diol.